FC1=C(C=C(C=C1)NC(=O)[C@@H]1[C@@H](C\2CCC1/C2=C/C2=CC=CC=C2)NC(=O)C=2C(=NN(C2)C=2C=C(C(=O)O)C=CC2)OC)C(F)(F)F 3-(4-{[(2R,3S,7Z)-3-{[4-fluoro-3-(trifluoromethyl)phenyl]carbamoyl}-7-(phenylmethylidene)bicyclo[2.2.1]heptan-2-yl]carbamoyl}-3-methoxy-1H-pyrazol-1-yl)benzoic acid